C(C)(=O)NC1=CC2=C(C=N1)C(=CN2C2=NC(=CC(=C2)C)[C@]2(COCC2)OC)C=2CCN(CC2)C(=O)[O-] (R)-4-(6-Acetamido-1-(6-(3-methoxytetrahydrofuran-3-yl)-4-methylpyridin-2-yl)-1H-pyrrolo[3,2-c]pyridin-3-yl)-3,6-dihydropyridine-1(2H)-carboxylate